C(C)(C)N1C2=NC(=NC(=C2N=C1)NCC1=CC=C(C=C1)C=1C(=CC=CC1)O)N1CCNCC1 4'-(((9-isopropyl-2-(piperazin-1-yl)-9H-purin-6-yl)amino)methyl)-[1,1'-biphenyl]-2-ol